3,4-difluorophenylacetaldehyde FC=1C=C(C=CC1F)CC=O